6-[2-[2-[2-(tert-butoxycarbonylamino)ethoxy]ethoxy]ethyl-[6-(2-hexyldecanoyloxy) hexyl]amino]hexyl 2-hexyldecanoate C(CCCCC)C(C(=O)OCCCCCCN(CCCCCCOC(C(CCCCCCCC)CCCCCC)=O)CCOCCOCCNC(=O)OC(C)(C)C)CCCCCCCC